N-[5-(2-fluorophenyl)-1H-indazol-3-yl]-1-methylpiperidine-4-carboxamide hydrochloride Cl.FC1=C(C=CC=C1)C=1C=C2C(=NNC2=CC1)NC(=O)C1CCN(CC1)C